2-((4-(1-(2-(((1H-pyrrolo[3,2-c]pyridine-2-yl)methyl)amino)-2-oxoethyl)-5-((dibenzo[b,d]furan-2-ylmethyl)amino)-6-oxo-1,6-dihydropyrimidin-2-yl) phenyl)amino)-2-oxoethyl acetate C(C)(=O)OCC(=O)NC1=CC=C(C=C1)C=1N(C(C(=CN1)NCC1=CC2=C(OC3=C2C=CC=C3)C=C1)=O)CC(=O)NCC1=CC=3C=NC=CC3N1